CS(=O)(=O)O.C(CCC)N1CN(C=C1)C L-1-butyl-3-methylimidazole methanesulfonate